N1=CC=CC(=C1N)N Pyridine-5,6-diamine